C(C)(C)(C)[Si](C(C)(C)C)(C(C)(C)C)I tritertbutyl-silyl iodide